fluoro-4-(pyrrolidin-3-yloxy)benzaldehyde hydrochloride Cl.FC1=C(C=O)C=CC(=C1)OC1CNCC1